2-((2S,6R)-2,6-dimethylmorpholino)-5-methylpyridin C[C@@H]1O[C@@H](CN(C1)C1=NC=C(C=C1)C)C